[Si](C)(C)(C(C)(C)C)OCCN(C=1C2=C(N=C(N1)SC)C(=C(N=C2Cl)Cl)F)CC2=C(C=C(C=C2)OC)OC N-(2-((tert-butyldimethylsilyl)oxy)ethyl)-5,7-dichloro-N-(2,4-dimethoxybenzyl)-8-fluoro-2-(methylthio)pyrido[4,3-d]pyrimidin-4-amine